CO[C@H](C(C)(C)C1=C(C(=CC=C1)C1=C(C=C(C=C1C)C)C)O)[C@@H](C(C)(C)C1=C(C(=CC=C1)C1=C(C=C(C=C1C)C)C)O)OC1=CC=CC=C1 3,3''-((3R,4R)-3-methoxy-2,5-dimethyl-4-phenoxyhexane-2,5-diyl)bis(2',4',6'-trimethyl-[1,1'-biphenyl]-2-ol)